OS(=O)(=O)C(F)(F)F.C(C)(C)(C)OC(=O)NC=1SC=C(N1)CC(=O)O 2-(2-((tert-butoxycarbonyl)amino)thiazol-4-yl)acetic acid, triflic acid salt